C1(CC1)S(=O)(=O)C1(CC1)CN1C(C2=C(CC1)C(=NN2C)C(=O)NCC2=CC=C(C=C2)F)=O 6-((1-(Cyclopropylsulfonyl)cyclopropyl)methyl)-N-(4-fluorobenzyl)-1-methyl-7-oxo-4,5,6,7-tetrahydro-1H-pyrazolo[3,4-c]pyridine-3-carboxamide